N=1C=C(N2N=CC=CC21)C#CC2=C(C=CC=1C(=NOC12)NC=1C=C(C=C(C1)C(F)(F)F)C(C#N)(C)C)C 2-(3-((7-(imidazo[1,2-b]pyridazin-3-ylethynyl)-6-methylbenzo[d]isoxazol-3-yl)amino)-5-(trifluoromethyl)phenyl)-2-methylpropanenitrile